3-(DIPROPYLCARBAMOYL)PHENYLBORONIC ACID C(CC)N(C(=O)C=1C=C(C=CC1)B(O)O)CCC